4-methoxyphenylethyl-ammonium iodide [I-].COC1=CC=C(C=C1)CC[NH3+]